(S)-2,6-Dichloro-9-((tetrahydrofuran-2-yl)methyl)-9H-purine ClC1=NC(=C2N=CN(C2=N1)C[C@H]1OCCC1)Cl